N-[(6-bromo-1,3-benzothiazol-2-yl)methyl]carbamic acid tert-butyl ester C(C)(C)(C)OC(NCC=1SC2=C(N1)C=CC(=C2)Br)=O